C(C)(C)OC1=CC=C(C=C1)C1=NN=C(O1)N 5-(4-isopropoxyphenyl)-1,3,4-oxadiazol-2-amine